(4-(3-hydroxyoxetan-3-yl)phenyl)(3-(4-(trifluoromethyl)phenyl)pyrrolidin-1-yl)methanone OC1(COC1)C1=CC=C(C=C1)C(=O)N1CC(CC1)C1=CC=C(C=C1)C(F)(F)F